S(N)(=O)(=O)[NH-] SULFAMOYLAMIDE